(5S,6R)-6-((S)-5H-imidazo[5,1-a]isoindol-5-yl)-5,6,7,8-tetrahydroquinazolin-5-ol C=1N=CN2C1C1=CC=CC=C1[C@@H]2[C@@H]2[C@@H](C=1C=NC=NC1CC2)O